1-cyclopropyl-4-(piperidin-4-yl)piperazine C1(CC1)N1CCN(CC1)C1CCNCC1